CC(CCC(=O)O)(CCCC#C)C 4,4-Dimethylnon-8-ynoic acid